propan-2-yl (Z)-7-[(1R,2R,3R,5S)-3,5-dihydroxy-2-[(E,3R)-3-hydroxy-4-[3-(trifluoromethyl)phenoxy]but-1-enyl]cyclopentyl]hept-5-enoate O[C@H]1[C@@H]([C@H]([C@H](C1)O)C\C=C/CCCC(=O)OC(C)C)\C=C\[C@H](COC1=CC(=CC=C1)C(F)(F)F)O